FC1(CCN(CC1)C1=NC(=NC=C1)NC(C1=NC=C(C=C1N1CCC2(CC2)CC1)SC)=O)F N-(4-(4,4-difluoropiperidin-1-yl)pyrimidin-2-yl)-5-(methylthio)-3-(6-azaspiro[2.5]octan-6-yl)picolinamide